4-Hydroxy-4-methyl-piperidine-1-carboxylic acid [7-methoxy-4-(1-methyl-1H-pyrazol-4-yl)-1H-benzoimidazol-2-yl]-amide COC1=CC=C(C2=C1NC(=N2)NC(=O)N2CCC(CC2)(C)O)C=2C=NN(C2)C